OC[C@@H]1N(CCC1)C(=O)C=1N(C=C2N(CN(CC21)C)CC(C)C)CC2=CC=CC1=CC=CC=C21 (R)-5-(2-(hydroxymethyl)pyrrolidine-1-carbonyl)-1-isobutyl-3-methyl-6-(naphthalen-1-ylmethyl)-1,6-dihydro-2H-pyrrolo[3,4-d]Pyrimidine